NC=1C=C(C=CC1)C1=C(OC=2N=CN=C(C21)OC2=CC=C(C=C2)NC(=O)C=2C(N(C=CC2C)C2=CC=C(C=C2)F)=O)C=2C=NN(C2)C N-(4-{[5-(3-amino-phenyl)-6-(1-methyl-1H-pyrazol-4-yl)furo[2,3-d]pyrimidin-4-yl]oxy}phenyl)-1-(4-fluoro-phenyl)-4-methyl-2-oxo-1,2-dihydropyridine-3-carboxamide